OC1=C(C=C(C=C1)C(CCCCCCCCC)C1=CC(=C(C=C1)O)C)C 1,1-bis(4-hydroxy-3-methylphenyl)decane